ClC1=CC(=C(C=O)C=C1O)O 4-chloro-2,5-dihydroxybenzaldehyde